dichlorodioctadecylsilane Cl[Si](CCCCCCCCCCCCCCCCCC)(CCCCCCCCCCCCCCCCCC)Cl